C(C1=CC=CC=C1)OC(=O)N[C@@H]1CN([C@H](C=CC1)C)C(=O)OCC1=CC=CC=C1 benzyl (3s,7s)-3-(benzyloxycarbonylamino)-7-methyl-2,3,4,7-tetrahydroazepine-1-carboxylate